N-((1S,2R,3R,4R)-1-(aminomethyl)-2,3-dihydroxy-6,8-dioxabicyclo[3.2.1]oct-4-yl)-1,1,1-trifluoromethanesulfonamide NC[C@@]12[C@@H]([C@@H]([C@H](C(OC1)O2)NS(=O)(=O)C(F)(F)F)O)O